(2S)-2-[4-chloro-2-(4-butoxy-4,5-dihydroisoxazol-3-yl)phenoxy]butanoic acid methyl ester COC([C@H](CC)OC1=C(C=C(C=C1)Cl)C1=NOCC1OCCCC)=O